3-[(2,4-difluorophenyl)methyl]-1-[(2-fluoro-4-nitrophenyl)methyl]-3-(1-methylpiperidin-4-yl)urea FC1=C(C=CC(=C1)F)CN(C(NCC1=C(C=C(C=C1)[N+](=O)[O-])F)=O)C1CCN(CC1)C